FC1=C(C(=CC=C1)F)CN1C(N(N=C1)C=1C=NC(=C(C1)F)OC1=C(N=CS1)C)=O 4-[(2,6-difluorophenyl)methyl]-2-[5-fluoro-6-(4-methylthiazol-5-yl)oxy-3-pyridinyl]-1,2,4-triazol-3-one